C(C)(C)(C)OC(=O)NC1=C(C=CC2=C1C=C(O2)C(=O)OCC)F Ethyl 4-((tert-Butoxycarbonyl) amino)-5-fluorobenzofuran-2-carboxylate